CC1=C(C(C=O)=C(C=C1)C)O 3,6-dimethyl-salicylaldehyde